[3-cyclopropyl-8-(morpholin-4-yl)-5-oxopyrido[2,3-e][1,2,4]triazolo[4,3-c]pyrimidin-6(5H)-yl]acetic acid C1(CC1)C1=NN=C2N1C(N(C1=C2N=CC(=C1)N1CCOCC1)CC(=O)O)=O